4-(6-(4-bromophenyl)-5-cyano-4-hydroxypyridin-2-yl)piperidine-1-carboxylic acid benzyl ester C(C1=CC=CC=C1)OC(=O)N1CCC(CC1)C1=NC(=C(C(=C1)O)C#N)C1=CC=C(C=C1)Br